C1(=CC=C2C=CC3=CC=CC4=CC=C1C2=C34)C=O 1-pyrenal